(7a-(((4-(3,8-diazabicyclo[3.2.1]octan-3-yl)-7-(8-chloronaphthalen-1-yl)-8-fluoropyrido[4,3-d]pyrimidin-2-yl)oxy)methyl)hexahydro-1H-pyrrolizin-3-yl)methyl Methylcarbamate CNC(OCC1CCC2(CCCN12)COC=1N=C(C2=C(N1)C(=C(N=C2)C2=CC=CC1=CC=CC(=C21)Cl)F)N2CC1CCC(C2)N1)=O